2-methoxy-4-(methylsulfonyl)-N-(3-(8-nitro-3,4-dihydro-2H-[1,4]thiazepino[2,3,4-hi]indol-6-yl)prop-2-yn-1-yl)aniline COC1=C(NCC#CC=2N3C4=C(C=CC(=C4C2)[N+](=O)[O-])SCCC3)C=CC(=C1)S(=O)(=O)C